2-((6-(6-(4-methoxypyridin-3-yl)-4-methyl-1H-pyrazolo[4,3-c]pyridin-1-yl)-4-((2R,3S)-2-methyl-3-((methylsulfonyl)methyl)azetidin-1-yl)pyridin-2-yl)oxy)propan-1-ol COC1=C(C=NC=C1)C1=CC2=C(C(=N1)C)C=NN2C2=CC(=CC(=N2)OC(CO)C)N2[C@@H]([C@H](C2)CS(=O)(=O)C)C